3-(1-(2-chloro-2-fluoroacetyl)-2-((S)-3-cyclohexyl-2-(phenylmethylsulfonylamino)propionyl)hydrazino)propanamide ClC(C(=O)N(NC([C@H](CC1CCCCC1)NS(=O)(=O)CC1=CC=CC=C1)=O)CCC(=O)N)F